C(CNC(CCCCCCCCCCC(CCCCCC)O)=O)NC(CCCCCCCCCCC(CCCCCC)O)=O N,N'-1,2-ethanediylbis[12-hydroxy-octadecanamide]